N-cyclopropyl-3-[1-(2-acetamido-1,3-thiazol-5-yl)-1H-imidazol-4-yl]-4-methylbenzamide C1(CC1)NC(C1=CC(=C(C=C1)C)C=1N=CN(C1)C1=CN=C(S1)NC(C)=O)=O